N-(4-(1H-pyrazol-1-yl)-3-(trifluoromethyl)phenyl)-1-(2-carbonyl-1,2-dihydrobenzo[cd]indol-6-yl)-5-(trifluoromethyl)-1H-pyrazole-4-carboxamide N1(N=CC=C1)C1=C(C=C(C=C1)NC(=O)C=1C=NN(C1C(F)(F)F)C=1C=2C3=C(C(NC3=CC1)=C=O)C=CC2)C(F)(F)F